CN1CCC(CC1)OC=1C=CC(=NC1)[N+](=O)[O-] 5-((1-Methyl-hexahydropyridin-4-yl)oxy)-2-nitropyridine